N[C@@H]1C2=CC=CC=C2CC12CCN(CC2)C=2NC(C1=C(N2)NN=C1C1(CC1)C=1OC=CN1)=O (S)-6-(1-amino-1,3-dihydrospiro[indene-2,4'-piperidine]-1'-yl)-3-(1-(oxazol-2-yl)cyclopropyl)-1,5-dihydro-4H-pyrazolo[3,4-d]pyrimidin-4-one